C(C)OC(C=CC=1N=C(OC1)C)=O 3-(2-methyl-1,3-oxazol-4-yl)prop-2-enoic acid ethyl ester